tert-Butyl 7-allyl-2-(3-(but-3-en-1-yloxy)pyridin-4-yl)-3-((3-fluoro-2-methoxyphenyl)amino)-4-oxo-1,4,6,7-tetrahydro-5H-pyrrolo[3,2-c]pyridine-5-carboxylate C(C=C)C1C2=C(C(N(C1)C(=O)OC(C)(C)C)=O)C(=C(N2)C2=C(C=NC=C2)OCCC=C)NC2=C(C(=CC=C2)F)OC